C(CCCCCCCCCCCCCCCCCC)[Li] nonadecyl-lithium